4-propyl-epoxyethylbenzaldehyde C(CC)C=1C(=C2C(C(O2)=O)=CC1)CC